N-methacryloyl-N,4-dimethylbenzamide C(C(=C)C)(=O)N(C(C1=CC=C(C=C1)C)=O)C